BrC=1C=C2CCN(CC2=CC1)C1CN(CC1)C 6-bromo-2-(1-methylpyrrolidin-3-yl)-1,2,3,4-tetrahydroisoquinoline